CN1C=CC2=CC(=CC=C12)[C@H](C)N (S)-1-(1-methyl-1H-indol-5-yl)ethylamine